CC(CPC1=CC=CC=C1)(CPC1=CC=CC=C1)C 2,2-dimethyl-1,3-diphenylphosphinopropane